4-[4-bromo-3-hydroxy-6-(3-trifluoromethoxy-phenyl)-pyridin-2-yl]-4-oxo-butyric acid ethyl ester C(C)OC(CCC(=O)C1=NC(=CC(=C1O)Br)C1=CC(=CC=C1)OC(F)(F)F)=O